N-hydroxyoct-2-ynamide ONC(C#CCCCCC)=O